ClC1=NC=C(C(=C1)C1=NOC[C@H](N1)CC1=C(C=C(C=C1)C)C)OC1=CC(=CC=C1)C(F)(F)F |r| (5RS)-3-{2-chloro-5-[3-(trifluoromethyl)phenoxy]pyridin-4-yl}-5-(2,4-dimethyl-benzyl)-5,6-dihydro-4H-1,2,4-oxadiazine